methyl 6,6-dimethyl-4-oxo-tetrahydropyran-3-carboxylate CC1(CC(C(CO1)C(=O)OC)=O)C